2,4,6-trinitroaniline [N+](=O)([O-])C1=C(N)C(=CC(=C1)[N+](=O)[O-])[N+](=O)[O-]